N,N-dipropoxy-4-toluidine C(CC)ON(C1=CC=C(C=C1)C)OCCC